FC1=CC=C(/C=C/[N+](=O)[O-])C=C1 Trans-4-fluoro-beta-nitrostyrene